2-(4-isopropylpyrimidin-5-yl)-1H-benzo[d]imidazole-6-carbonitrile C(C)(C)C1=NC=NC=C1C1=NC2=C(N1)C=C(C=C2)C#N